NC1=C(C=CC(=C1)OC(F)(F)F)C(=O)N1CCC(CC1)C1=C2C(=NC=C1)NC(=N2)[C@@H]2C[C@@H](C2)OC (cis)-[2-amino-4-(trifluoromethoxy)phenyl]-[4-[2-(3-methoxycyclobutyl)-3H-imidazo[4,5-b]pyridin-7-yl]-1-piperidyl]methanone